Phenyl-4,5-dihydroxymethylimidazole C1(=CC=CC=C1)C=1NC(=C(N1)CO)CO